2-(2-((2S,6S)-2,6-dimethyl-1-(2-(6-methylpyridin-3-yl)propan-2-yl)-4-(pyridin-2-yl)piperidin-4-yl)ethyl)-5-fluoropyridine C[C@@H]1N([C@H](CC(C1)(C1=NC=CC=C1)CCC1=NC=C(C=C1)F)C)C(C)(C)C=1C=NC(=CC1)C